(4-amino-1,3-dihydrofuro[3,4-c]quinolin-8-yl)((3S)-3-(4-fluoro-3-(trifluoromethoxy)phenyl)-4-morpholinyl)methanone NC1=NC=2C=CC(=CC2C2=C1COC2)C(=O)N2[C@H](COCC2)C2=CC(=C(C=C2)F)OC(F)(F)F